1-tert-Butyl 4-ethyl 4-vinylpiperidine-1,4-dicarboxylate C(=C)C1(CCN(CC1)C(=O)OC(C)(C)C)C(=O)OCC